1-(5-chloro-2-methoxyphenyl)pyrrolidin-3-amine ClC=1C=CC(=C(C1)N1CC(CC1)N)OC